5-(3-Chlorophenyl)-3-(4-methoxyphenyl)-1,2,4-oxadiazole ClC=1C=C(C=CC1)C1=NC(=NO1)C1=CC=C(C=C1)OC